The molecule is a member of the class of phosphonic acids that is phosphonic acid having a butyl group attached to the phosphorous atom. CCCCP(=O)(O)O